methylenebis(dipropylaniline) C(N(C1=C(C=CC=C1)CCC)CCC)N(C1=C(C=CC=C1)CCC)CCC